COCN1C(C=2N(CC1)C=CC2)=O methyl(oxymethyl)-3,4-dihydropyrrolo[1,2-a]pyrazine-1(2H)-one